6-chloro-7-[(2R)-2-[[(3-chloropyridin-2-yl)oxy]methyl]-4,4-difluoropyrrolidin-1-yl]-1-[6-[3-(dimethylamino)azetidin-1-yl]pyridin-3-yl]-4-oxo-1,8-naphthyridine-3-carboxylic acid ClC=1C=C2C(C(=CN(C2=NC1N1[C@H](CC(C1)(F)F)COC1=NC=CC=C1Cl)C=1C=NC(=CC1)N1CC(C1)N(C)C)C(=O)O)=O